(S)-1-(3-(1-amino-8-((3,5-dimethoxyphenyl)ethynyl)pyrrolo[1,2-a]pyrazin-6-yl)pyrrolidin-1-yl)prop-2-en-1-one NC=1C=2N(C=CN1)C(=CC2C#CC2=CC(=CC(=C2)OC)OC)[C@@H]2CN(CC2)C(C=C)=O